CS(=O)(=O)O.CC(C)CC(=O)N (propan-2-yl)acetamide methanesulfonate